FC(C1=CC2=C(SC(=C2)C(N[C@H]2CCCC[C@@H]3N(C2=O)[C@@H](CC3)C(NC3=CC2=C(NN=C2C=C3)C)=O)=O)C=C1)(F)P(O)(O)=O (difluoro(2-(((3S,6S,10aS)-3-((3-methyl-2H-indazol-5-yl)carbamoyl)-5-oxodecahydro-pyrrolo[1,2-a]azocin-6-yl)carbamoyl)benzo[b]thiophen-5-yl)methyl)phosphonic acid